2,6-Diisopropyl-N-(4-nitrophenyl)benzamide C(C)(C)C1=C(C(=O)NC2=CC=C(C=C2)[N+](=O)[O-])C(=CC=C1)C(C)C